tert-Butyl 4-((2-(2-amino-4-(methoxycarbonyl)phenyl)piperidin-1-yl)methyl)-5-methoxy-7-methyl-1H-indole-1-carboxylat NC1=C(C=CC(=C1)C(=O)OC)C1N(CCCC1)CC1=C2C=CN(C2=C(C=C1OC)C)C(=O)OC(C)(C)C